(S)-2-amino-N-(2-(methyl-(2-oxo-2-((6-(trifluoromethoxy)benzo[d]thiazol-2-yl)amino)ethyl)amino)-2-oxoethyl)-3-phenylpropanamide N[C@H](C(=O)NCC(=O)N(CC(NC=1SC2=C(N1)C=CC(=C2)OC(F)(F)F)=O)C)CC2=CC=CC=C2